N,N'-bis-[3-(p-ethylphenylsulphonyloxy)phenyl]urea C(C)C1=CC=C(C=C1)S(=O)(=O)OC=1C=C(C=CC1)NC(=O)NC1=CC(=CC=C1)OS(=O)(=O)C1=CC=C(C=C1)CC